1-(1-(6-(4-(2,3-diaminopyridin-4-yl)-1H-pyrazol-1-yl)pyridin-3-yl)-2,2,2-trifluoroethyl)-3-cyclopropylurea NC1=NC=CC(=C1N)C=1C=NN(C1)C1=CC=C(C=N1)C(C(F)(F)F)NC(=O)NC1CC1